(S)-1-(1-((5-(4-((6-(((2-aminoethyl)amino)methyl)pyridin-3-yl)ethynyl)phenyl)isoxazole-3-yl)methyl)-1H-imidazol-2-yl)ethan-1-ol NCCNCC1=CC=C(C=N1)C#CC1=CC=C(C=C1)C1=CC(=NO1)CN1C(=NC=C1)[C@H](C)O